(6S)-6-methyloctan-1-ol C[C@H](CCCCCO)CC